C1(=CCCCC1)C=1C2=C(C(=NC1)OC)N=C(S2)[NH-] (7-cyclohex-1-enyl-4-methoxy-thiazolo[4,5-c]pyridin-2-yl)-amid